6-chloro-3-(((1R)-1-(2-cyano-3-(2,2-dioxidotetrahydro-1H-thieno[3,4-c]pyrrol-5(3H)-yl)-7-methylquinoxalin-5-yl)ethyl)amino)picolinic acid ClC1=CC=C(C(=N1)C(=O)O)N[C@H](C)C1=C2N=C(C(=NC2=CC(=C1)C)C#N)N1CC2C(C1)CS(C2)(=O)=O